phenyl-tri(dimethylsilyl)silane C1(=CC=CC=C1)[Si]([SiH](C)C)([SiH](C)C)[SiH](C)C